C1(=CC=CC=C1)OC(C(N)OC1=CC=CC=C1)N diaminoethylene glycol diphenyl ether